CCC(CC)N1N=CC(=C1)C=1C=2N(C=C(N1)C=1C=NN(C1)C1CCC(CC1)O)N=CC2 4-(4-(4-(1-(pentan-3-yl)-1H-pyrazol-4-yl)pyrazolo[1,5-a]pyrazin-6-yl)-1H-pyrazol-1-yl)cyclohexanol